acryloxypropyl thiophosphate P(=S)(OCCCOC(C=C)=O)([O-])[O-]